1-[[2-(difluoromethoxy)pyridin-4-yl]methyl]-3-[(1S,3R)-3-(trifluoromethyl)cyclopentyl]urea FC(OC1=NC=CC(=C1)CNC(=O)N[C@@H]1C[C@@H](CC1)C(F)(F)F)F